tert-butyl 1-(3-(2,6-dioxopiperidin-3-yl)-1-methyl-1H-indazol-7-yl)piperidine-4-carboxylate O=C1NC(CCC1C1=NN(C2=C(C=CC=C12)N1CCC(CC1)C(=O)OC(C)(C)C)C)=O